4-(methoxymethyl)pyrimidin-2-amine COCC1=NC(=NC=C1)N